5-bromo-2-fluoro-N-methylbenzenesulfonamide BrC=1C=CC(=C(C1)S(=O)(=O)NC)F